FC=1C(=CC2=C(CN(CCC2)C2=CC(=C(C(=C2)C)C(C(=O)N)C(C)(C)C)C)C1)OC(C)C (4-(8-fluoro-7-isopropoxy-1,3,4,5-tetrahydro-2H-benzo[c]azepin-2-yl)-2,6-dimethylphenyl)-3,3-dimethylbutyramide